C(C)(C)(C)OC(=O)N1C(=CC=2C1=CN=CC2)C2=NC(=CC=C2)Cl tert-Butyl-2-(6-chloropyridin-2-yl)-1H-pyrrolo[2,3-c]pyridine-1-carboxylate